1-methyl-6-(((6-(piperazin-1-yl)pyridin-2-yl)oxy)methyl)-1H-indazole CN1N=CC2=CC=C(C=C12)COC1=NC(=CC=C1)N1CCNCC1